4-Hydroxysaccharine OC1=C2C(NS(=O)(=O)C2=CC=C1)=O